C1(CCCCCCC1)N1CCN(CC1)C1=CC=C(C=C1)C1(NN(C(=N1)N)C1=NC=NC2=CC(=C(C=C12)OC)OC)N 3-(4-(4-cyclooctylpiperazin-1-yl)phenyl)-1-(6,7-dimethoxyquinazolin-4-yl)-1H-1,2,4-triazole-3,5-diamine